O(CC(C)O)CC(C)O 1,1'-Oxybis-2-propanol